O1C(CCCC1)N1C=NC(=C1)S(=O)(=N)C1=CC=C(C=N1)C(=O)OC methyl 6-[(1-tetrahydropyran-2-ylimidazol-4-yl)sulfonimidoyl]pyridine-3-carboxylate